2-{3-[2,3-dichloro-4-(3,3-dichloro-2-propenyl-oxy)phenoxy]propoxy}-5-(trifluoromethyl)pyrimidine ClC1=C(OCCCOC2=NC=C(C=N2)C(F)(F)F)C=CC(=C1Cl)OCC=C(Cl)Cl